FC=1C=C(C=CC1)[C@H](CNC(C[C@@H]1CNCC1)(C)C)O (R)-1-(3-Fluorophenyl)-2-((2-methyl-1-((R)-pyrrolidin-3-yl)propan-2-yl)amino)ethan-1-ol